C(C)(C)N(C(=O)C1=C(C=CC(=C1)F)N1C=C(C=2C1=CN=CC2)C(=O)C2CCN(CCC2)C(=O)OC(C)(C)C)C(C)C tert-Butyl 4-(1-(2-(diisopropylcarbamoyl)-4-fluorophenyl)-1H-pyrrolo[2,3-c]-pyridine-3-carbonyl)azepane-1-carboxylate